FC1=C(C=CC(=C1)OC1=CC=CC=C1)C1=CN(C=2N=CN=C(C21)N)[C@@H]2CC[C@H](CC2)N2CCN(CC2)C 5-(2-fluoro-4-phenoxyphenyl)-7-((trans)-4-(4-methylpiperazin-1-yl)cyclohexyl)-7H-pyrrolo[2,3-d]pyrimidin-4-amine